BrC=1C(=NC=C(C1F)[Si](C)(C)C)[C@@H](CCC=C)N (R)-1-(3-Bromo-4-fluoro-5-(trimethylsilyl)pyridine-2-yl)pent-4-en-1-amine